ClCCNC([O-])=O 2-chloroethyl-carbamate